trans-Boc-2-(4-aminocyclohexyl)acetic acid ethyl ester C(C)OC(C([C@@H]1CC[C@H](CC1)N)C(=O)OC(C)(C)C)=O